(tert-butyl 2-(difluoromethyl)-4-methoxy-1H-benzo[d]imidazol-6-yl) carbamate C(N)(OC=1C=C(C2=C(N(C(=N2)C(F)F)C(C)(C)C)C1)OC)=O